2-(methacryloyloxy)ethyl(trimethyl)ammonium chloride [Cl-].C(C(=C)C)(=O)OCC[N+](C)(C)C